BrC=1C=CC(=C2C=C(N=CC12)Cl)C(C(CO)(F)F)C 3-(8-bromo-3-chloroisoquinolin-5-yl)-2,2-difluoro-1-butanol